The molecule is a monoterpenoid indole alkaloid with formula C23H24N2O5, originallly isolated from the seeds of Strychnos nux-vomica. It is a delta-lactam, a gamma-lactam, an aromatic ether, a monoterpenoid indole alkaloid and an organic heteroheptacyclic compound. It derives from a brucine. COC1=C(C=C2C(=C1)[C@]34CC(=O)N5[C@H]3C[C@@H]6[C@@H]7[C@@H]4N2C(=O)C[C@@H]7OCC=C6C5)OC